C(C)C1=C(C(=O)N2CCC(CC2)C(=O)OC)C=CC(=C1)NC=1C=2N(C=CN1)C(=CN2)I Methyl 1-[2-ethyl-4-[(3-iodoimidazo[1,2-a]pyrazin-8-yl)amino]benzoyl]piperidine-4-carboxylate